FC(C=1C=C(C=CC1)N1C=NC(=C1)C(=O)O)(F)F 1-[3-(trifluoromethyl)phenyl]-1H-imidazole-4-carboxylic acid